ClC=1C(=NC(=NC1)NC=1C=NN(C1)C)C1=CC=C2CN(C(C2=C1)=O)[C@@H](C(=O)N[C@H](CO)C1=CC(=CC=C1)C)C (2R)-2-(6-{5-chloro-2-[(1-methyl-1H-pyrazol-4-yl)amino]pyrimidin-4-yl}-1-oxo-2,3-dihydro-1H-isoindol-2-yl)-N-[(1S)-2-hydroxy-1-(3-methylphenyl)ethyl]propionamide